2-methoxy-2-methylpropyl ((perfluorophenoxy)(phenoxy)-phosphoryl)-L-alaninate FC1=C(OP(=O)(OC2=CC=CC=C2)N[C@@H](C)C(=O)OCC(C)(C)OC)C(=C(C(=C1F)F)F)F